[(2R,3R,4R)-4,5-Diacetoxy-2-[2-(dimethylamino)-2-oxo-ethyl]-tetrahydrofuran-3-yl] acetate C(C)(=O)O[C@@H]1[C@H](OC([C@@H]1OC(C)=O)OC(C)=O)CC(=O)N(C)C